(2R)-6-bromo-4-[(5-chloro-2-fluorophenyl)methyl]-2-methyl-7-nitro-2H-1,4-benzoxazin-3-one BrC=1C(=CC2=C(N(C([C@H](O2)C)=O)CC2=C(C=CC(=C2)Cl)F)C1)[N+](=O)[O-]